C(C1=CC=CC=C1)N([C@H]([C@@H](C(=O)OC(C)(C)C)O)CCC(C)(F)F)[C@@H](C)C1=CC=CC=C1 tert-butyl (2S,3S)-3-(benzyl((1S)-1-phenylethyl)amino)-6,6-difluoro-2-hydroxyheptanoate